C(C)(=O)C1=C(C=CC(=C1)OC)NC(C1=C(C=C(C(=C1)F)C(F)(F)F)OC1=C(C(=C(C=C1)F)F)OC)=O N-(2-Acetyl-4-methoxy-phenyl)-2-(3,4-difluoro-2-methoxy-phenoxy)-5-fluoro-4-(trifluoromethyl)benzamide